benzyl (7-hydroxy-8-methyl-2-oxo-2H-chromen-3-yl)carbamate OC1=CC=C2C=C(C(OC2=C1C)=O)NC(OCC1=CC=CC=C1)=O